9,10-difluoro-2,4-dimethyl-8-(2-methyloxazol-5-yl)-2,4,4a,6-tetrahydro-1H,1'H-spiro[[1,4]oxazino[4,3-a]quinoline-5,5'-pyrimidine]-2',4',6'(3'H)-trione FC1=C(C=C2CC3(C(NC(NC3=O)=O)=O)C3N(C2=C1F)CC(OC3C)C)C3=CN=C(O3)C